CC1=NC(=CC(=N1)NC1=NN2C(C=C(C=C2)C2=C(C=NC(=C2)C)OC[C@H]2N(C(N(C2)C)=O)C)=C1)C (4S)-4-[[4-[2-[(2,6-dimethylpyrimidin-4-yl)amino]pyrazolo[1,5-a]pyridin-5-yl]-6-methyl-3-pyridyl]oxymethyl]-1,3-dimethyl-imidazolidin-2-one